N1=CC(=CC=C1)C1CN(CC1)C1=NC2=CC(=NC=C2C=C1)CNC(OC(C)(C)C)=O tert-butyl ((2-(3-(pyridin-3-yl)pyrrolidin-1-yl)-1,6-naphthyridin-7-yl)methyl)carbamate